C(CC)C(CC(=O)O)CCC 3-Propylhexanoic acid